Methyl 2-(4-(tert-butoxycarbonyl)piperazin-1-yl)pyrimidine-5-carboxylate C(C)(C)(C)OC(=O)N1CCN(CC1)C1=NC=C(C=N1)C(=O)OC